N1N=C(C=C1)CN1C(C2=CC=C(C=C2C=N1)S(=O)(=O)C1=CC=C2C(=N1)C=CO2)=O 2-((1H-pyrazol-3-yl)methyl)-6-(furo[3,2-b]pyridin-5-ylsulfonyl)phthalazin-1(2H)-one